Cl.Cl.FC(CN1CCC(CC1)N)(F)F 1-(2,2,2-trifluoroethyl)piperidin-4-amine dihydrochloride